bis[2-(propyldimethoxysilyl)1,3-diphenyl-1,3-propanedione] platinum (II) [Pt+2].C(CC)[Si](C(C(=O)C1=CC=CC=C1)C(=O)C1=CC=CC=C1)(OC)OC.C(CC)[Si](C(C(=O)C1=CC=CC=C1)C(=O)C1=CC=CC=C1)(OC)OC